CN1CC(C1)(C)[C@](O)(C1=CC=C(C=C1)CC(F)(F)F)C=1C=NC=C(C1)C1=NC(=NO1)C12CC(C1)(C2)CO (R)-(1,3-Dimethyl-azetidin-3-yl)-{5-[3-(3-hydroxymethyl-bicyclo[1.1.1]pent-1-yl)-[1,2,4]oxadiazol-5-yl]-pyridin-3-yl}-[4-(2,2,2-trifluoro-ethyl)-phenyl]-methanol